N1=CC=C(C=C1)SC=1N=NC=CC1C#N 3-(pyridin-4-ylsulfanyl)pyridazine-4-carbonitrile